FC1=C(C=CC(=C1)F)C1=CC2=C(C(N(C=C2C2=CC(N(C=C2OC2=C(C=CC=C2C)C)C)=O)C)=O)N1 2-(2,4-difluorophenyl)-4-(5-(2,6-dimethylphenoxy)-1-methyl-2-oxo-1,2-dihydropyridin-4-yl)-6-methyl-1,6-dihydro-7H-pyrrolo[2,3-c]pyridin-7-one